(4-phenylphthalazin-1-yl)boronic acid C1(=CC=CC=C1)C1=NN=C(C2=CC=CC=C12)B(O)O